3-propoxypyridin C(CC)OC=1C=NC=CC1